3-(t-butoxycarbonylamino)benzoic acid C(C)(C)(C)OC(=O)NC=1C=C(C(=O)O)C=CC1